S(=O)(=O)(C1=CC=C(C)C=C1)OC1CCC(CC1)N1CCN(CC1)C(=O)[O-] 4-(4-(Tosyloxy)cyclohexyl)piperazine-1-carboxylate